ClC=1C=C(C=CC1C(=O)N1CCCCC1)NC1CN(C1)C1CCN(CC1)C(=O)OC(C)(C)C tert-butyl 4-(3-(3-chloro-4-(piperidine-1-carbonyl)phenylamino) azetidin-1-yl)piperidine-1-carboxylate